5-bromo-N-(2-carbamoyl-4-chloro-6-methyl-phenyl)-2-(3-chloro-2-pyridyl)pyrazole-3-carboxamide BrC=1C=C(N(N1)C1=NC=CC=C1Cl)C(=O)NC1=C(C=C(C=C1C)Cl)C(N)=O